COC=1C(=CC2=C(C3CC(CC2CC(C3)=O)=C)C1)OC 2,3-dimethoxy-7-methylene-6,7,8,9-tetrahydro-5H-5,9-propanobenzo[7]annulen-11-one